5-chloro-1-(3-(difluoromethoxy)phenyl)-3-isopropyl-2-oxo-2,3-dihydro-1H-benzo[d]imidazole-4-carbonitrile ClC1=C(C2=C(N(C(N2C(C)C)=O)C2=CC(=CC=C2)OC(F)F)C=C1)C#N